methyl 1-((5-bromothien-2-yl) methyl)-4-chloro-1H-indazole-7-carboxylate BrC1=CC=C(S1)CN1N=CC2=C(C=CC(=C12)C(=O)OC)Cl